5-chloro-2-(difluoromethyl)-N-((1r,4r)-4-((3-(2-methyl-2H-indazol-4-yl)-2-oxo-2,3-dihydro-1H-benzo[d]imidazol-1-yl)methyl)cyclohexyl)nicotinamide ClC=1C=NC(=C(C(=O)NC2CCC(CC2)CN2C(N(C3=C2C=CC=C3)C=3C2=CN(N=C2C=CC3)C)=O)C1)C(F)F